OC1=CC=C2CC(COC2=C1)C1=C(C(=C(C=C1)OC)OC)O L-7,2'-dihydroxy-3',4'-dimethoxyisoflavane